N1C(=NC2=C1C=CC=C2)C(N2CC1=C(C2=O)C=C(S1)C1=CC=C(C=C1)C1CCN(CC1)C)C1=C(C=CC(=C1)F)O 5-[1H-Benzimidazol-2-Yl-(5-Fluoro-2-Hydroxy-Phenyl)Methyl]-2-[4-(1-Methyl-4-Piperidyl)Phenyl]-6H-Thieno[2,3-c]Pyrrol-4-One